perfluorophenyl 5-((diethoxyphosphoryl)carbonyl)-1H-indole-2-carboxylate C(C)OP(=O)(OCC)C(=O)C=1C=C2C=C(NC2=CC1)C(=O)OC1=C(C(=C(C(=C1F)F)F)F)F